CC1=C(C=C(C(=C1)C)NC1=NC(=CC=C1NC(C)C)C)NC1=NC(=CC=C1NC(C)C)C N2,N2'-(4,6-dimethyl-1,3-phenylene)bis(N3-isopropyl-6-methylpyridine-2,3-diamine)